4-(2-(2-methylthieno[2,3-d]pyrimidin-4-yl)Cyclopropyl)benzamide CC=1N=C(C2=C(N1)SC=C2)C2C(C2)C2=CC=C(C(=O)N)C=C2